Cl[Si](C1=C(C(=C(C(=C1[2H])[2H])[2H])[2H])[2H])(C1=C(C(=C(C(=C1[2H])[2H])[2H])[2H])[2H])Cl dichlorobis(phenyl-d5)silane